1-(4-trifluoromethylbenzofur-7-yl)-3(S)-methylpiperazine FC(C1=CC=C(C2=C1C=CO2)N2C[C@@H](NCC2)C)(F)F